(E)-2-methoxy-4-((8-methylnon-6-enamido)methyl)phenyldiethylglycine COC1=C(C=CC(=C1)CNC(CCCC\C=C\C(C)C)=O)C(N(CC)CC)C(=O)O